4-[(2-amino-7-bromo-4-chloro-5H-pyrrolo[3,2-d]pyrimidin-5-yl)methyl]-3-methoxybenzoic acid methyl ester COC(C1=CC(=C(C=C1)CN1C=C(C=2N=C(N=C(C21)Cl)N)Br)OC)=O